dioxidene O=O